C1NC[C@@H]2[C@H]1CN(C2)C(=O)C2=CC=1C=NC(=CC1N2)N2N=C(C=C2)C(F)(F)F 1-[2-[(3aS,6aR)-2,3,3a,4,6,6a-hexahydro-1H-pyrrolo[3,4-c]pyrrole-5-carbonyl]-1H-pyrrolo[3,2-c]pyridin-6-yl]-3-(trifluoromethyl)pyrazol